CC(C(=O)NCCN1C(NCC1)=O)=C 2-methyl-N-[2-(2-oxoimidazolidin-1-yl)ethyl]prop-2-enamide